C(C)(C)(C)C1=CC(=NN1CC(F)F)NC=1N(C=2C(=NC=C(C2OC)OC2=CC(=NC=C2)NC(C)=O)N1)C N-(4-((2-((5-(tert-butyl)-1-(2,2-difluoroethyl)-1H-pyrazol-3-yl)amino)-7-methoxy-1-methyl-1H-imidazo[4,5-b]pyridin-6-yl)oxy)pyridin-2-yl)acetamide